BrC1=CN=C(C(=N1)C(=O)OC)O methyl 6-bromo-3-hydroxy-pyrazine-2-carboxylate